3-(3,5-dimethyl-1-adamantyl)aminobutane-2-sulfonic acid CC12CC3(CC(CC(C1)(C3)C)C2)NC(C(C)S(=O)(=O)O)C